COC1=CC=C(C=C1)N1C=CC2=CC=C(C=C12)N 1-(4-methoxyphenyl)-1H-indol-6-amine